3-(4-(ethylsulfonamido)-3-((4-fluorobenzyl)oxy)phenyl)-5-((5-isopropylpyrazin-2-yl)amino)-1H-pyrazole-4-carboxamide C(C)S(=O)(=O)NC1=C(C=C(C=C1)C1=NNC(=C1C(=O)N)NC1=NC=C(N=C1)C(C)C)OCC1=CC=C(C=C1)F